(4S,7S,10aS)-4-((R)-2-mercapto-3-phenylpropanamido)-5-oxooctahydro-7H-pyrido[2,1-b][1,3]thiazepine-7-carboxylic acid S[C@@H](C(=O)N[C@@H]1C(N2[C@@H](SCC1)CCC[C@H]2C(=O)O)=O)CC2=CC=CC=C2